CN(C)\C=N\C(C(=C)C=1C=NC=NC1)=O N-((E)-(diMethylamino)methylene)-2-(pyrimidin-5-yl)acrylamide